5-fluoro-1-methyl-2-(4-(methylsulfonyl)phenyl)-6-(r-(oxetan-3-yl)-[1,4'-bipiperidin]-4-yl)-1H-benzo[d]imidazole FC1=CC2=C(N(C(=N2)C2=CC=C(C=C2)S(=O)(=O)C)C)C=C1C1C[C@@H](N(CC1)C1CCNCC1)C1COC1